ClC1=C(C(=CC=C1)F)N1N=C(N=N1)C1=CN=C(S1)NC1=CC(=CC(=N1)N[C@@H]1CN(CCC1)C(=O)OC(C)(C)C)C1=C(C=CC=C1)N1CCOCC1 tert-Butyl (S)-3-((6-((5-(2-(2-chloro-6-fluorophenyl)-2H-tetrazol-5-yl)thiazole-2-yl)amino)-4-(morpholinophenyl)pyridin-2-yl)amino)piperidine-1-carboxylate